ClCC(C)Cl 1,2-dichloropropane